2-amino-4-(4-methoxyanilino)-6-dimethylamino-pyrimidine NC1=NC(=CC(=N1)NC1=CC=C(C=C1)OC)N(C)C